N7-((1-methyl-1H-pyrazol-4-yl)methyl)-2-(1H-pyrazol-5-yl)thieno[3,2-b]pyridine-5,7-diamine CN1N=CC(=C1)CNC1=C2C(=NC(=C1)N)C=C(S2)C2=CC=NN2